C(C)OC(\C(\C)=C\C(=O)OCC)=O MESACONIC ACID DIETHYL ESTER